C1(CC1)C([C@@H](C(=O)NC1=C(C=C(C(=C1)C=C)C(C(NCC(F)(F)F)=O)C)F)NC(OC(C)(C)C)=O)C1CC1 tert-butyl ((2S)-1,1-dicyclopropyl-3-((2-fluoro-4-(1-oxo-1-((2,2,2-trifluoroethyl)amino)propan-2-yl)-5-vinylphenyl)amino)-3-oxopropan-2-yl)carbamate